6-hexanolactone C1(CCCCCO1)=O